t-butylperoxy-3,5,5-trimethylcyclohexane C(C)(C)(C)OOC1CC(CC(C1)(C)C)C